C(C)(C)OC=1C=C2C(=NN(C2=CC1)C1OCCCC1)C1=NC=CC(=N1)C1=NN(C=C1)C(CO)CC 2-[3-[2-(5-isopropoxy-1-tetrahydropyran-2-yl-indazole-3-yl)pyrimidin-4-yl]pyrazol-1-yl]butan-1-ol